4-oxocyclohexanone bis-tosylate S(=O)(=O)(O)C1=CC=C(C)C=C1.S(=O)(=O)(O)C1=CC=C(C)C=C1.O=C1CCC(CC1)=O